BrC1=CC2=C(N=C(O2)NC2CCN(CC2)C(=O)OC(C)(C)C)C=C1 tert-butyl 4-((6-bromobenzo[d]oxazol-2-yl)amino)piperidine-1-carboxylate